FC1=C(C=C(C=C1)F)[C@@H]1N(C[C@H](C1)F)C1=NC=2N(C=C1)N=CC2C(=O)NC2=CC=C(C=C2)CN2CCNCC2 5-((2R,4S)-2-(2,5-difluorophenyl)-4-fluoropyrrolidin-1-yl)-N-(4-(piperazin-1-ylmethyl)phenyl)pyrazolo[1,5-a]Pyrimidine-3-carboxamide